dipotassium perfluorobutanedisulfonate FC(C(C(C(S(=O)(=O)[O-])(F)F)(F)F)(F)F)(S(=O)(=O)[O-])F.[K+].[K+]